ClC1=C(C=C(C=C1)F)C1(NC(C2=C3C(=CC=C12)OC(O3)(F)F)=O)O 6-(2-chloro-5-fluorophenyl)-2,2-difluoro-6-hydroxy-6,7-dihydro-8H-[1,3]dioxolo[4,5-e]isoindol-8-one